t-butyl (5,6-difluoro-4-(4,4,5,5-tetramethyl-1,3,2-dioxaborolan-2-yl)naphthalen-2-yl)carbamate FC1=C2C(=CC(=CC2=CC=C1F)NC(OC(C)(C)C)=O)B1OC(C(O1)(C)C)(C)C